C1(CC1)NC(C([C@H](C[C@H]1C(NCC1)=O)NC(=O)[C@@H]1CC2(CC2)CCN1C(=O)C=1N=C2N(C=CC=C2)C1)=O)=O (3S)-N-cyclopropyl-3-{[(5S)-6-{imidazo[1,2-a]pyridine-2-carbonyl}-6-azaspiro[2.5]octan-5-yl]formamido}-2-oxo-4-[(3S)-2-oxopyrrolidin-3-yl]butanamide